CC12CC3(CC(CC(C1)(C3)C)C2)[NH-] N-(3,5-dimethyladamantan-1-yl)amid